ethyl-1-oxo-1-(((S)-1-oxo-3-((S)-2-oxopyrrolidin-3-yl)propan-2-yl)amino)pentan C(C)C(C(N[C@H](C=O)C[C@H]1C(NCC1)=O)=O)CCC